CN(C)CCCOC(C=C)=O acrylic dimethylaminopropyl ester